OC=1C=CC2=C(CCCC[C@H]2NC(OC(C)(C)C)=O)C1 tert-butyl (R)-(2-hydroxy-6,7,8,9-tetrahydro-5H-benzo[7]annulen-5-yl)carbamate